methyl 2-(4-methyl-2-oxo-1,4-dihydroquinazolin-3-yl)acetate CC1N(C(NC2=CC=CC=C12)=O)CC(=O)OC